C(C(C)C)C=1N(C2=C(C=NC(=C2)C2=NN(C=N2)COCC[Si](C)(C)C)N1)C1CC(CC(C1)=O)NC(OC(C)(C)C)=O tert-butyl (3-(2-isobutyl-6-(1-((2-(trimethylsilyl)ethoxy)methyl)-1H-1,2,4-triazol-3-yl)-1H-imidazo[4,5-c]pyridin-1-yl)-5-oxocyclohexyl)carbamate